C(C1=CC=CC=C1)SCC(=O)N 2-(benzylthio)acetamide